2-[[2-[2-oxo-3-(3-oxo-4H-pyrido[3,2-b][1,4]oxazin-6-yl)-1,3-oxazolidin-5-yl]ethylamino]methyl]-6-pyrrolidin-3-yloxy-2,3-dihydro-1H-indene-4-carbonitrile O=C1OC(CN1C=1C=CC=2OCC(NC2N1)=O)CCNCC1CC=2C=C(C=C(C2C1)C#N)OC1CNCC1